NC1=CN=C(N(C1=O)CC(=O)OC)SC methyl 2-(5-amino-2-(methylthio)-6-oxopyrimidin-1(6H)-yl)acetate